[1,3]dioxolane-5-amine O1COCC1N